2-[6-[3-(Difluoromethyl)-4-fluoro-phenyl]-3-fluoro-pyrazolo[3,4-b]pyrazin-1-yl]-1-(3-fluoroazetidin-1-yl)ethanone FC(C=1C=C(C=CC1F)C1=CN=C2C(=N1)N(N=C2F)CC(=O)N2CC(C2)F)F